ClC=1C(=NC=C(C1)Cl)OC[C@H](C)NC1=NC=NC(=C1Cl)C (S)-N-(1-((3,5-dichloropyridin-2-yl)oxy)propan-2-yl)-5-chloro-6-methylpyrimidin-4-amine